ClC1=C(C=CC(=C1)F)C(=O)N1C[C@@H]2CC[C@H](C1)N2C=2C=C(C=C1C=NN(C21)C)S(=O)(=O)CC(C)(C)C (2-chloro-4-fluoro-phenyl)-[(1S,5R)-8-[5-(2,2-dimethylpropylsulfonyl)-1-methyl-indazol-7-yl]-3,8-diazabicyclo[3.2.1]octan-3-yl]methanone